FC(OC1=CC=C(C=C1)SCCC1=CC=C(C(=O)N)C=C1)(F)F 4-(2-(4-(trifluoromethoxy)phenyl)thio-ethyl)benzamide